[N+](=O)([O-])[Co] nitro-cobalt